CC1(C2=CC=CC=C2C=2C=CC=[SiH]C12)C 9,9-dimethyl-silafluorene